2-acetyl-1,3-cyclohexanediol C(C)(=O)C1C(CCCC1O)O